2-[5-chloro-3-(5-cyclopropyl-4,7-difluoro-3,3-dimethyl-2-oxoindol-1-yl)-2-oxopyrazin-1-yl]cyclopentylacetate ClC=1N=C(C(N(C1)C1C(CCC1)CC(=O)[O-])=O)N1C(C(C2=C(C(=CC(=C12)F)C1CC1)F)(C)C)=O